3'-cyano-4'-fluoro-[1,1'-biphenyl]-4-carboxylic acid C(#N)C=1C=C(C=CC1F)C1=CC=C(C=C1)C(=O)O